((2-(((3S,6S,10aS)-3-((6R,7S)-7-cyano-6-phenyl-4-azaspiro[2.4]heptane-4-carbonyl)-5-oxodecahydropyrrolo[1,2-a]azocin-6-yl)carbamoyl)benzo[b]thiophen-5-yl)methyl)phosphonic acid C(#N)[C@H]1[C@@H](CN(C12CC2)C(=O)[C@@H]2CC[C@H]1N2C([C@H](CCCC1)NC(=O)C1=CC2=C(S1)C=CC(=C2)CP(O)(O)=O)=O)C2=CC=CC=C2